BrC=1C(=C2C(=NC1)NC(=N2)C2=CC=C(C=C2)N2CCN(CC2)CC=2C(=NOC2C)C)NC2CCN(CC2)C(C)C 6-Bromo-2-(4-{4-[(3,5-dimethylisoxazol-4-yl)methyl]piperazin-1-yl}phenyl)-N-[1-(1-methylethyl)piperidin-4-yl]-3H-imidazo[4,5-b]pyridin-7-amine